OCCOC(C(=C)C)=O.C(\C=C\CCCCCCCC)=O trans-2-undecenealdehyde 2-HydroxyEthyl-Methacrylate